(2S,4R)-1-(2-(3-acetyl-5-(2-cyanopyrimidin-5-yl)-1H-indol-1-yl)acetyl)-N-(6-bromopyridin-2-yl)-4-fluoropyrrolidine-2-carboxamide C(C)(=O)C1=CN(C2=CC=C(C=C12)C=1C=NC(=NC1)C#N)CC(=O)N1[C@@H](C[C@H](C1)F)C(=O)NC1=NC(=CC=C1)Br